ClC1=C(C(=O)NC2=C3C=NN(C3=CC=C2)C2=CC(=C(C=C2)OC)C(F)(F)F)C=C(C=C1)CNC(C(CO)(C)C)=O 2-chloro-5-{[(3-hydroxy-2,2-dimethylpropanoyl)amino]methyl}-N-{1-[4-methoxy-3-(trifluoromethyl)phenyl]-1H-indazol-4-yl}benzamide